CC1(CC(C1)NC=1N=CC2=C(N1)NC=C2C2=NC=1N(C=C2)N=CC1)N1C(CCC1)=O 1-((1r,3r)-1-methyl-3-((5-(pyrazolo[1,5-a]pyrimidin-5-yl)-7H-pyrrolo[2,3-d]pyrimidin-2-yl)amino)cyclobutyl)pyrrolidin-2-one